C(C)(=O)ON=C(C1=CC(=CC=C1)CC(C=1SC2=C(N1)C=CC(=C2)OC)NS(=O)(=O)C2=CC(=CC=C2)NC(CNC(=O)OC(C)(C)C)=O)N [[amino-[3-[2-[[3-[[2-(tert-butoxycarbonylamino)acetyl]amino]phenyl]sulfonylamino]-2-(6-methoxy-1,3-benzothiazol-2-yl)ethyl]phenyl]methylene]amino] acetate